C1(CCC1)[C@@](C(F)(F)C=1C(=C(C=CC1)[C@@H](C)NC=1C2=C(N=C(N1)C)C=NC(=C2)P(C)(C)=O)F)(C)O |&1:4| (4-(((1R)-1-(3-((2RS)-2-cyclobutyl-1,1-difluoro-2-hydroxypropyl)-2-fluorophenyl)ethyl)amino)-2-methylpyrido[3,4-d]pyrimidin-6-yl)dimethylphosphine oxide